C(C)OC=1C=C(C=C(C1C)OCC)[C@@H](C)NCCCCC(C)C N-[(1R)-1-(3,5-diethoxy-4-methylphenyl)ethyl]-5-methylhexane-1-amine